FC=1C(=C(CNCCC2(CCOC3(CCCC3)C2)C2=NC=CC=C2)C=CC1)N1CC(C1)F N-(3-fluoro-2-(3-fluoroazetidin-1-yl)benzyl)-2-(9-(pyridin-2-yl)-6-oxaspiro[4.5]dec-9-yl)ethylamine